C(C)OCOC=1C=C(C=CC1C=1N=NC(=CC1C)N[C@H]1CN(CCC1)C)C(C#C)O 1-(3-(ethoxymethoxy)-4-(4-methyl-6-(((R)-1-methylpiperidin-3-yl)amino)pyridazin-3-yl)phenyl)prop-2-yn-1-ol